NCCNC1=NC(=C2C(=N1)N(N=C2C)C)NCC2=CC(=C(C=C2)OC)Cl N6-(2-aminoethyl)-N4-[(3-chloro-4-methoxyphenyl)methyl]-1,3-dimethyl-1H-pyrazolo[3,4-d]pyrimidine-4,6-diamine